N-(4-((R*)-2-(4-Chloro-3,5-difluorophenyl)propyl)-6-(((R)-1-hydroxy-4-methylpentan-2-yl)amino)-1,3,5-triazin-2-yl)methanesulfonamide ClC1=C(C=C(C=C1F)[C@@H](CC1=NC(=NC(=N1)N[C@@H](CO)CC(C)C)NS(=O)(=O)C)C)F |o1:8|